ClC1=CC=C(C[C@H]2CO[C@H](CN2C2CCC(CC2)C2=NN(C(=C2)C)C)C(=O)N)C=C1 (2R,5S)-5-(4-Chlorobenzyl)-4-(4-(1,5-dimethyl-1H-pyrazol-3-yl)cyclohexyl)morpholin-2-carboxamid